N[C@@H](CCC(=O)OCC1=CC=CC=C1)C(=O)[O-] 5-Benzyl L-Glutamate